2-chloro-7-(((3-hydroxypropyl)amino)methyl)-7,8-dihydro-1,6-naphthyridine-6(5H)-carboxylic acid ClC1=NC=2CC(N(CC2C=C1)C(=O)O)CNCCCO